[N-]=[N+]=[N-].S(=O)(=O)=C=CC1=CC=CC=C1 sulfonylstyrene azide